Cl.CC EthaN HCl salt